N-[(S)-(2-chloro-7H-purin-8-yl)(4-methylcyclohexyl)methyl]carbamic acid tert-butyl ester C(C)(C)(C)OC(N[C@@H](C1CCC(CC1)C)C1=NC2=NC(=NC=C2N1)Cl)=O